C(C)(C)(C)OC(NCCOCCOCC#CC1=CC=NC=2N(C3=CC=CC=C3C21)C2C(NC(CC2)=O)=O)=O tert-butyl(2-(2-((3-(9-(2,6-dioxopiperidin-3-yl)-9H-pyrido[2,3-b]indol-4-yl) prop-2-yn-1-yl)oxy)ethoxy)ethyl)carbamate